4-Benzyl-3-oxo-3,4-dihydro-2H-benzo[b][1,4]thiazin-6-yl-2-cyano-3-(1H-indol-6-yl)guanidine C(C1=CC=CC=C1)N1C2=C(SCC1=O)C=CC(=C2)NC(=NC#N)NC2=CC=C1C=CNC1=C2